O=C1N2[C@@H](CCC2CC(=C1)B1OC(C(O1)(C)C)(C)C)C(=O)OCC ethyl (3S)-5-oxo-7-(4,4,5,5-tetramethyl-1,3,2-dioxaborolan-2-yl)-1,2,3,5,8,8a-hexahydroindolizine-3-carboxylate